2-(difluoromethyl)-5-(4-((4-(2-methoxypyridin-3-yl)-1H-1,2,3-triazol-1-yl)methyl)phenyl)-1,3,4-oxadiazole FC(C=1OC(=NN1)C1=CC=C(C=C1)CN1N=NC(=C1)C=1C(=NC=CC1)OC)F